2-[2-[2-[2-[2,3-bis[8-oxo-8-(3-pentyloctoxy)octoxy]propoxy]ethoxy]ethoxy]ethoxy]ethyl 1-methylpiperidine-4-carboxylate CN1CCC(CC1)C(=O)OCCOCCOCCOCCOCC(COCCCCCCCC(=O)OCCC(CCCCC)CCCCC)OCCCCCCCC(OCCC(CCCCC)CCCCC)=O